NC=1C(=NN(C1C(=O)O)C1=C(C=C(C=C1)CNC(C1=C(C=CC(=C1)F)OC)=O)OCC)C(C(F)(F)F)C 4-amino-1-(2-ethoxy-4-((5-fluoro-2-methoxybenzamido)methyl)phenyl)-3-(1,1,1-trifluoropropan-2-yl)-1H-pyrazole-5-carboxylic acid